NC=1C=C(C=CC1)N(C(OC(C)(C)C)=O)C tertbutyl (3-aminophenyl)(methyl)carbamate